(Z)-N-phenyl-4-((2-aminomethyl-3-fluoroallyl)oxy)-benzamide trifluoroacetate FC(C(=O)O)(F)F.C1(=CC=CC=C1)NC(C1=CC=C(C=C1)OC\C(=C/F)\CN)=O